FC=1C=CC(=C(C1)CC(=O)[O-])OCOCC 2-[5-fluoro-2-(ethoxymethoxy)-phenyl]acetate